N=1ON=C2C1C=CC(=C2)COC2=C(CNCCS(=O)(=O)O)C=C(C(=C2)OCC=2C(=C(C=CC2)C2=CC=CC=C2)Br)Cl 2-((2-(benzo[c][1,2,5]oxadiazol-5-ylmethoxy)-4-((2-bromo-[1,1'-biphenyl]-3-yl)methoxy)-5-chlorobenzyl)amino)ethane-1-sulfonic acid